C(C)(C)(C)OC(NC1CCC(CC1)CCN1CCN(CC1)C1=CC(=CC=C1)C1C(N(C(CC1)=O)CC1=CC=C(C=C1)OC)=O)=O tert-Butyl-N-[4-[2-[4-[3-[1-[(4-methoxyphenyl)methyl]-2,6-dioxo-3-piperidyl]phenyl]piperazin-1-yl]ethyl]cyclohexyl]carbamate